tert-butyl-4-(1-(2-((4-((2-(dimethylamino)ethyl)(methyl)amino)-2-methoxy-5-nitrobenzeneyl)amino)pyrimidin-4-yl)-3,3-dimethyl-2,3-dihydro-1H-pyrrolo[3,2-b]pyridin-5-yl)-1H-pyrazole C(C)(C)(C)N1N=CC(=C1)C1=CC=C2C(=N1)C(CN2C2=NC(=NC=C2)NC2=C(C=C(C(=C2)[N+](=O)[O-])N(C)CCN(C)C)OC)(C)C